1-(3-bromo-4-ethoxy-5-fluorophenyl)ethan-1-one BrC=1C=C(C=C(C1OCC)F)C(C)=O